3,5-difluoro-4-hydroxy-N-({(1r,4r)-4-[6-(pyrimidin-2-yl)-2H-indazol-2-yl]cyclohexyl}methyl)benzamide FC=1C=C(C(=O)NCC2CCC(CC2)N2N=C3C=C(C=CC3=C2)C2=NC=CC=N2)C=C(C1O)F